4-[2-(tert-butoxycarbonylamino)ethylamino]pyridine-3-carboxylic acid C(C)(C)(C)OC(=O)NCCNC1=C(C=NC=C1)C(=O)O